N-(6-((2,3'-difluoro-[1,1'-biphenyl]-3-yl)methyl)-5-azaspiro[2.4]heptan-7-yl)methanesulfonamide hydrochloride Cl.FC1=C(C=CC=C1CC1NCC2(CC2)C1NS(=O)(=O)C)C1=CC(=CC=C1)F